6-(2,6-dichlorophenyl)-8-ethyl-2-[[1-(1-methyl-4-piperidyl)pyrazol-4-yl]amino]pyrido[4,3-d]pyrimidin-5-one ClC1=C(C(=CC=C1)Cl)N1C(C2=C(N=C(N=C2)NC=2C=NN(C2)C2CCN(CC2)C)C(=C1)CC)=O